FC(CN1C(=NC=2C1=NC(=CC2)C2=CNC=1N=C(N=C(C12)NC)NC1CCC2(CN(C2)C(C)=O)CC1)C)F 1-(7-((5-(3-(2,2-difluoroethyl)-2-methyl-3H-imidazo[4,5-b]pyridin-5-yl)-4-(methylamino)-7H-pyrrolo[2,3-d]pyrimidin-2-yl)amino)-2-azaspiro[3.5]nonan-2-yl)ethan-1-one